ClC=1C=C(SC1)C1=NNC(=C1)NC1=CC=C(C=C1)N1CCN(CC1)C 3-(4-chlorothien-2-yl)-N-(4-(4-methylpiperazin-1-yl)phenyl)-1H-pyrazol-5-amine